C(CCCCCCCCCCCCC)OC(C(C)OCCCCCCCCCCCCCC)N 1,2-dimyristoxypropyl-amine